4-fluoro-1,3-benzothiazol-6-carboxylic acid FC1=CC(=CC2=C1N=CS2)C(=O)O